1-(2-Dimethylamino-ethyl)-2-methoxy-N1-methyl-benzene-1,4-diamine CN(CCC1(C(C=C(C=C1)N)OC)NC)C